C(C)OC(=O)C1(C2C(N(C(C12)=O)CC1=CC=CC=C1)=O)C 3-benzyl-6-methyl-2,4-dioxo-3-azabicyclo[3.1.0]hexane-6-carboxylic acid ethyl ester